9H-fluoren-9-ylmethyl N-[(1R)-2-oxo-2-(pentylamino)-1-(sulfonylmethyl) ethyl]Carbamate O=C([C@H](C=S(=O)=O)NC(OCC1C2=CC=CC=C2C=2C=CC=CC12)=O)NCCCCC